N-(1-((1s,4s)-4-(13-((2-(2,6-dioxopiperidin-3-yl)-1,3-dioxoisoindolin-5-yl)oxy)-2,5,8,11-tetraoxatridecyl)cyclohexyl)-5-fluoro-1H-benzo[d]imidazol-2-yl)-3-(trifluoromethyl)benzamide O=C1NC(CCC1N1C(C2=CC=C(C=C2C1=O)OCCOCCOCCOCCOCC1CCC(CC1)N1C(=NC2=C1C=CC(=C2)F)NC(C2=CC(=CC=C2)C(F)(F)F)=O)=O)=O